ClC=1C(=C(C=C(C1)F)C1=CC=C(C=C1)N1C=NN(C1=O)C)OC chloro-5-fluoro-2-methoxy-4'-(1-methyl-5-oxo-1H-1,2,4-triazol-4(5H)-yl)-[1,1'-biphenyl]